methylammonium lead(II) iodide [Pb](I)I.C[NH3+]